(2-phenyl-butyrylamino)-[1,2,3]thiadiazole-4-carboxylic acid ethyl ester C(C)OC(=O)C=1N=NSC1NC(C(CC)C1=CC=CC=C1)=O